[N+](=O)([O-])C(CCCC)=N Nitropentanimin